(+)-1-((cyclopropylmethyl)sulfinyl)-N,N-diethylformamide C1(CC1)CS(=O)C(=O)N(CC)CC